acryloxydecyltribromosilane C(C=C)(=O)OCCCCCCCCCC[Si](Br)(Br)Br